prop-2-yn-1-yl (3-chloro-1-((3-chloro-4-fluorophenyl)carbamoyl)-2-methyl-2,4,5,6-tetrahydrocyclopenta[c]pyrrol-4-yl)carbamate ClC1=C2C(=C(N1C)C(NC1=CC(=C(C=C1)F)Cl)=O)CCC2NC(OCC#C)=O